C[C@@H]1C=C[C@@]2([C@H]1C2)C(C)C (-)-β-thujene